6-(((6aR,8R)-6a-(difluoromethyl)-2-(3-fluoro-2-hydroxyphenyl)-5,6,6a,7,8,9-hexahydropyrrolo[1',2':4,5]pyrazino[2,3-c]pyridazin-8-yl)oxy)-4,5-dimethylnicotinonitrile FC([C@]12N(C=3C(=NN=C(C3)C3=C(C(=CC=C3)F)O)NC1)C[C@@H](C2)OC2=NC=C(C#N)C(=C2C)C)F